N-(3-Aminophenyl)sulfonyl-6-(trifluoromethyl)-2-(2,4,6-trimethylphenoxy)pyridin-3-carboxamid NC=1C=C(C=CC1)S(=O)(=O)NC(=O)C=1C(=NC(=CC1)C(F)(F)F)OC1=C(C=C(C=C1C)C)C